C(C)N1N=C2C(=C1)COC=1C(=C(C(=CC12)C#N)I)F 2-Ethyl-6-fluoro-7-iodo-2,4-dihydrochromeno[4,3-c]pyrazole-8-carbonitrile